2-Amino-6-benzyl-6-cyano-7-oxo-4,5,6,7-tetrahydrobenzo[b]thiophene-3-carboxamide NC1=C(C2=C(S1)C(C(CC2)(C#N)CC2=CC=CC=C2)=O)C(=O)N